C(CCC(=O)OCCCCC(=O)OC(CNC(C)C)COC1=CC=C(C=C1)CCOC)(=O)OC(COC(CCCCCCCCCCCCCCC)=O)COC(CCCCCCCCCCCCCCC)=O 1,3-Bis(palmitoyloxy)propan-2-yl (5-((1-(isopropylamino)-3-(4-(2-methoxyethyl)-phenoxy)propan-2-yl)oxy)-5-oxopentyl) succinate